BrN1CCCC1 bromopyrrolidine